1-[5-Ethyl-2-hydroxy-4-[[6-methyl-6-(1H-tetrazol-5-YL)heptyl]oxy]phenyl]ethanone C(C)C=1C(=CC(=C(C1)C(C)=O)O)OCCCCCC(C)(C1=NN=NN1)C